N-[3-Fluoro-4-[5-[2-[[(3S)-3-piperidyl]amino]pyrimidin-4-yl]pyrimidin-4-yloxy]phenyl]2-chlorobenzenesulfonamide Tert-butyl-5-(1H-indol-3-yl)-3,6-dihydropyridine-1(2H)-carboxylate C(C)(C)(C)OC(=O)N1CCC=C(C1)C1=CNC2=CC=CC=C12.FC=1C=C(C=CC1OC1=NC=NC=C1C1=NC(=NC=C1)N[C@@H]1CNCCC1)NS(=O)(=O)C1=C(C=CC=C1)Cl